N-[(3S)-5-methyl-4-oxo-2,3-dihydro-1,5-benzoxazepin-3-yl]-1-(2,2,2-trifluoroethyl)pyrazolo[4,3-c]pyridine-6-carboxamide CN1C([C@H](COC2=C1C=CC=C2)NC(=O)C2=CC1=C(C=N2)C=NN1CC(F)(F)F)=O